N-[6-(2-chloro-5-fluoro-phenyl)pyridazin-3-yl]-6-(2,3,3-trimethylbutyl)-6-azaspiro[2.5]octane-2-carboxamide ClC1=C(C=C(C=C1)F)C1=CC=C(N=N1)NC(=O)C1CC12CCN(CC2)CC(C(C)(C)C)C